C(C)(=O)C1=CC(=C2C=CC(=CN12)N)C(=O)NC1=C(C(=CC(=C1)CO)C=1C=NN(C1)C)F 3-acetyl-6-amino-N-(2-fluoro-5-(hydroxymethyl)-3-(1-methyl-1H-pyrazol-4-yl)phenyl)indolizine-1-carboxamide